5,6,7,8-tetrahydronaphthalene-2-carbaldehyde C1=C(C=CC=2CCCCC12)C=O